C(CCCCCCC)(=O)OCCOC1=CC=CC=C1 2-Phenoxyethyl Octanoate